FC1=C(C(=O)OC)C=CC(=C1)C(C)O methyl 2-fluoro-4-(1-hydroxyethyl)benzoate